9-chloro-7-(5-fluoroindol-1-yl)-4-[(2-oxo-1H-pyridin-4-yl)methyl]-3-(trifluoromethyl)-2,3-dihydro-1,4-benzoxazepin-5-one ClC1=CC(=CC=2C(N(C(COC21)C(F)(F)F)CC2=CC(NC=C2)=O)=O)N2C=CC1=CC(=CC=C21)F